COC(CC1=C(SC=C1CCO)C(F)(F)F)=O [4-(2-hydroxyethyl)-2-(trifluoromethyl)-3-thienyl]acetic acid methyl ester